6-tosyl-2-oxa-6-azaspiro[3.3]heptane S(=O)(=O)(C1=CC=C(C)C=C1)N1CC2(COC2)C1